tert-butyl 2-((3-amino-2-oxopyridin-1(2H)-yl)methyl)-7-((2,4-difluorobenzyl)oxy)-5-fluoro-1H-indole-1-carboxylate NC=1C(N(C=CC1)CC=1N(C2=C(C=C(C=C2C1)F)OCC1=C(C=C(C=C1)F)F)C(=O)OC(C)(C)C)=O